C(C)OC(=O)C=1OC2=C(C1)C=CC(=C2)CC(=O)O 2-(2-(ethoxycarbonyl)benzofuran-6-yl)acetic acid